N-(Benzo[c][1,2,5]thiadiazol-4-yl)-N-(2-(benzylamino)-2-oxo-1-phenylethyl)-propiolamide N=1SN=C2C1C=CC=C2N(C(C#C)=O)C(C(=O)NCC2=CC=CC=C2)C2=CC=CC=C2